C(=O)O.NCCC[C@H](C(C)C)N1CC2(C1)CN(CC2)C=2N=CN=NC2OC2=C(C(=O)N(C(C)C)CC)C=C(C=C2)F (R)-2-((5-(2-(6-amino-2-methylhex-3-yl)-2,6-diazaspiro[3.4]oct-6-yl)-1,2,4-triazin-6-yl)oxy)-N-ethyl-5-fluoro-N-isopropylbenzamide formate